α-adenosine C1=NC(=C2C(=N1)N(C=N2)[C@@H]3[C@@H]([C@@H]([C@H](O3)CO)O)O)N